CN1N=NC=2C1=NC=C(C2)N2C(N(C1=C2C=CC=C1)CC1CCC(CC1)NC(C1=CN=CC=C1)=O)=O N-((1r,4r)-4-((3-(3-methyl-3H-[1,2,3]triazolo[4,5-b]pyridine-6-yl)-2-oxo-2,3-dihydro-1H-benzo[d]imidazol-1-yl)methyl)cyclohexyl)nicotinamide